C1(CCCCCC1)NC(COC1=CC=C2C=CC(=CC2=C1)C(CC(=O)OC)C1=CC2=C(OCO2)C=C1C)=O Methyl 3-(7-(2-(cycloheptylamino)-2-oxoethoxy)naphthalen-2-yl)-3-(6-methylbenzo[d][1,3]dioxol-5-yl)propanoate